tert-butyl (cyclobutylmethyl)((3R)-1-(1-(1-(4-(6-(dimethylamino)pyrazin-2-yl)-1H-1,2,3-triazol-1-yl) ethyl)-2-oxo-1,2-dihydropyridin-4-yl)piperidin-3-yl)carbamate C1(CCC1)CN(C(OC(C)(C)C)=O)[C@H]1CN(CCC1)C1=CC(N(C=C1)C(C)N1N=NC(=C1)C1=NC(=CN=C1)N(C)C)=O